C(C)(C)(C)C1(CC=C(C(=C1)C(C)(C)C)O)C 4,6-di-tert-butyl-4-methylphenol